2-[6-[[(3aR,5s,6aS)-2-(tetrahydropyran-4-ylmethyl)-3,3a,4,5,6,6a-hexahydro-1H-cyclopenta[c]pyrrol-5-yl]amino]pyridazin-3-yl]-4-fluoro-benzonitrile O1CCC(CC1)CN1C[C@@H]2[C@H](C1)CC(C2)NC2=CC=C(N=N2)C2=C(C#N)C=CC(=C2)F